C12CCC(CC1)N2S(=O)(=O)N 7-azabicyclo[2.2.1]heptane-7-sulfonamide